COCCOCCOCCCCNC 4-(2-(2-methoxyethoxy)ethoxy)-N-methylbutan-1-amine